C(#N)C1=CC=2N(N=C1)C(=CC2)C2=CC(=C(C=N2)C2=NN=C(S2)C(=O)NC2CC(C2)O)NC(C)C 5-(6-(3-cyanopyrrolo[1,2-b]pyridazin-7-yl)-4-(isopropylamino)pyridin-3-yl)-N-((1s,3s)-3-hydroxycyclobutyl)-1,3,4-thiadiazole-2-carboxamide